N1-(1H-benzoimidazol-5-yl)-1-{4-[2-(trifluoromethyl)-1,3-thiazol-5-yl]phenyl}ethane-1,2-diamine N1C=NC2=C1C=CC(=C2)NC(CN)C2=CC=C(C=C2)C2=CN=C(S2)C(F)(F)F